ClC1=NC=CC2=CC=C(C=C12)OC 1-chloro-7-methoxyisoquinoline